C(C1=CC=CC=C1)OC(=O)N1CCN(CC1)C1=CC=C(C=C1)NC=1C=2N(C=C(N1)Br)C=CN2 4-[4-[(6-bromoimidazo[1,2-a]pyrazin-8-yl)amino]phenyl]piperazine-1-carboxylic acid benzyl ester